NC1=CC(=C(C(=O)O)C=C1)CCCC1=C(C(=O)O)C=CC(=C1)N.ClC=1N=NC(=CC1)OC(C)C1=C(N=NN1C1=CC=C(C=C1)C(F)F)C 3-chloro-6-(1-(1-(4-(difluoromethyl)phenyl)-4-methyl-1H-1,2,3-triazol-5-yl)ethoxy)pyridazine Trimethylenebis(4-aminobenzoate)